(5S,10R)-(+)-5-Methyl-10,11-dihydro-5H-dibenzo[a,d]cyclohepten-5,10-imine hydrogen maleate C[C@@]12C3=CC=CC=C3C[C@@H](N1)C4=CC=CC=C24.C(=C\C(=O)O)\C(=O)O